trimethyl-(2,2-difluoroethoxy)silane C[Si](OCC(F)F)(C)C